C(=O)(O)[C@H](C)[C@@H]1[C@@H](C(N1)=O)[C@H](CO[SiH](C)C)CC(C)C (3S,4S)-4-[(R)-1-carboxyethyl]-3-[(R)-1-isobutyldimethylsilyloxyethyl]-2-azetidinone